COCCOCCOCCC=1NC=CN1 2-(2-(2-(2-methoxyethoxy)ethoxy)ethyl)imidazole